7-((2R,3R,4S,5R)-5-((R)-(3-chloro-4-fluorophenyl)(hydroxy)methyl)-3,4-dihydroxytetrahydrofuran-2-yl)-1,7-dihydro-4H-pyrrolo[2,3-d]pyrimidin-4-one O-methyl oxime CON=C1C2=C(NC=N1)N(C=C2)[C@@H]2O[C@@H]([C@H]([C@H]2O)O)[C@H](O)C2=CC(=C(C=C2)F)Cl